NC1CC2CCC(C1)N2C=2N(C(C1=C(N2)NN=C1C1=C(C2=CN(N=C2C=C1)C)Cl)=O)C endo-6-[3-amino-8-azabicyclo[3.2.1]oct-8-yl]-3-(4-chloro-2-methyl-2H-indazol-5-yl)-5-methyl-1H,4H,5H-pyrazolo[3,4-d]pyrimidin-4-one